N-heptylcyclohexane-1,3-diamine C(CCCCCC)NC1CC(CCC1)N